2-Methyl-3-chlorophenol CC1=C(C=CC=C1Cl)O